OC1(CCN(CC12CCCC2)C([C@@H](CC(F)(F)F)C)=O)CN2C(CC(CC2)COC)=O 1-((10-Hydroxy-7-((R)-4,4,4-trifluoro-2-methylbutanoyl)-7-azaspiro[4.5]decan-10-yl)methyl)-4-(methoxymethyl)piperidin-2-one